C(C)(=O)OC([C@H](C[C@H]1C(NC(C1)(C)C)=O)NC(=O)OC(C)(C)C)C(NC1CC1)=O |o1:7| (2S)-2-[(tert-butoxycarbonyl)amino]-1-(cyclopropylcarbamoyl)-3-[(3R*)-5,5-dimethyl-2-oxopyrrolidin-3-yl]propyl acetate